NC=1SC(=C(C1C(=O)C1=CC=C(C=C1)NC(C)=O)C)COCC1=CC=C(C=C1)OC N-(4-(2-amino-5-(((4-methoxybenzyl)oxy)methyl)-4-methylthiophene-3-carbonyl)phenyl)acetamide